ClC(CN(C(O)=O)C1=C2C(=NC(=C1C)C(F)(F)F)CCC2C)(Cl)Cl.BrC=2C=C1CCC(C1=CC2)=O 5-Bromoindanone 2,2,2-trichloroethyl-(3,5-dimethyl-2-(trifluoromethyl)-6,7-dihydro-5H-cyclopenta[b]pyridin-4-yl)carbamate